C1N(CCC2=CC=CC=C12)C[C@H](CN1CCOC2=C(C1=O)C=CC(=C2)C(=O)[O-])O.[K+] potassium 4-[(2R)-3-(3,4-dihydro-1H-isoquinolin-2-yl)-2-hydroxy-propyl]-5-oxo-2,3-dihydro-1,4-benzoxazepin-8-carboxylate